COC1=C(C=CC=2N(N=NC21)C)B2OC(C(O2)(C)C)(C)C 4-methoxy-1-methyl-5-(4,4,5,5-tetramethyl-1,3,2-dioxaborolan-2-yl)-1H-benzo[d][1,2,3]triazole